BrC1=CC(=C(OC2CCN(CC2)C(=O)OC(C)(C)C)C=C1)F tert-butyl 4-(4-bromo-2-fluorophenoxy)piperidine-1-carboxylate